tert-butyl 2-[[2-chloro-6-[[2-(2,6-dioxo-3-piperidyl)-1-oxo-isoindolin-5-yl]methylcarbamoylamino] phenoxy]methyl]prop-2-enoate ClC1=C(OCC(C(=O)OC(C)(C)C)=C)C(=CC=C1)NC(NCC=1C=C2CN(C(C2=CC1)=O)C1C(NC(CC1)=O)=O)=O